C(CCCCCCCCCCCCCCCCC)(=O)OCC(COC(CCCCCCCCCCCCCCCCC)=O)(COC(CCCCCCCCCCCCCCCCC)=O)COC(CCCCCCCCCCCCCCCCC)=O 3-(stearoyloxy)-2,2-bis[(stearoyloxy)methyl]propyl stearate